(E)-1-(2-(2-((4-fluoro-2,6-dimethylphenyl)imino)-9,10-dimethoxy-4-oxo-6,7-dihydro-2H-pyrimido[6,1-a]isoquinolin-3(4H)-yl)ethyl)urea FC1=CC(=C(C(=C1)C)\N=C/1\N(C(N2C(C3=CC(=C(C=C3CC2)OC)OC)=C1)=O)CCNC(=O)N)C